decyl 4-hydroxybutyrate OCCCC(=O)OCCCCCCCCCC